2,2'-((((2-(3-(2-((2-((cyanomethyl)amino)ethyl)amino)ethyl)-2-oxoimidazolidin-1-yl)ethyl)azanediyl)bis(ethane-2,1-diyl))bis(azanediyl))diacetonitrile C(#N)CNCCNCCN1C(N(CC1)CCN(CCNCC#N)CCNCC#N)=O